2-[4-(1-Azidoethyl)-3-fluorophenyl]-5-(difluoromethyl)-1,3,4-oxadiazole N(=[N+]=[N-])C(C)C1=C(C=C(C=C1)C=1OC(=NN1)C(F)F)F